tricyclohexyl-tin indole-3-formate N1C=C(C2=CC=CC=C12)C(=O)[O-].C1(CCCCC1)[Sn+](C1CCCCC1)C1CCCCC1